7-(3,5-Dimethyl-4-isoxazolyl)-8-(methyloxy)-1-[(1R)-1-(2-pyridinyl)ethyl]-1,3-dihydro-2H-imidazo[4,5-c]quinolin-2-one CC1=NOC(=C1C=1C(=CC=2C3=C(C=NC2C1)NC(N3[C@H](C)C3=NC=CC=C3)=O)OC)C